3-(2-oxo-6-(piperazin-1-yl)benzo[cd]indol-1(2H)-yl)piperidine-2,6-dione hydrogen chloride Cl.O=C1N(C2=CC=C(C=3C2=C1C=CC3)N3CCNCC3)C3C(NC(CC3)=O)=O